tert-butyl 2-(1-methoxy-1-oxopropan-2-yl)hydrazine-1-carboxylate COC(C(C)NNC(=O)OC(C)(C)C)=O